7-acryloyl-2-(4-phenoxyphenyl)-4,5,6,7,8,9-hexahydropyrazolo[1',5':1,2]imidazo[4,5-d]azepine-3-carboxamide C(C=C)(=O)N1CCC2=C(CC1)N1C(N2)=C(C(=N1)C1=CC=C(C=C1)OC1=CC=CC=C1)C(=O)N